CCCC/C=C\\CCCCCCCCC(=O)OC The molecule is a fatty acid methyl ester resulting from the formal condensation of the carboxy group of cis-10-pentadecenoic acid with the hydroxy group of methanol. It has a role as an algal metabolite. It derives from a cis-10-pentadecenoic acid.